S(CCC(=O)OCCCCCCCCCCCCCCCCCC)CCC(=O)OCCCCCCCCCCCCCCCCCC di-octadecyl 3,3'-thiodipropionate